4-[3,4,8,9-tetrakis(mercaptomethylthio)-11-mercapto-2,5,7,10-tetrathiaundecanyl]-5-mercaptomethylthio-1,3-dithiane SCSC(SCC1SCSCC1SCS)C(SCSC(C(SCS)SCS)SCS)SCS